3-{1'-Oxo-2',3',7',8'-Tetrahydro-1'H-Spiro[Piperidine-4,5'-Pyrano[3,4-f]Isoindole]-2'-Yl}Piperidine-2,6-Dione O=C1N(CC2=CC3=C(C=C12)CCOC31CCNCC1)C1C(NC(CC1)=O)=O